tert-Butyl 3-((4-(ethoxycarbonyl)phenoxy)methyl)azetidine-1-carboxylate C(C)OC(=O)C1=CC=C(OCC2CN(C2)C(=O)OC(C)(C)C)C=C1